4-(Dihydroxyboryl)benzaldehyde OB(C1=CC=C(C=O)C=C1)O